N-(3-(4-phenylpiperazin-1-yl)propyl)-2-(3,4,5-trimethoxyphenyl)-1H-benzo[d]imidazole-6-carboxamide C1(=CC=CC=C1)N1CCN(CC1)CCCNC(=O)C=1C=CC2=C(NC(=N2)C2=CC(=C(C(=C2)OC)OC)OC)C1